benzyl (S)-3-((1-((benzyloxy)carbonyl)hydrazineyl)methyl)-2-oxopyrrolidine-1-carboxylate C(C1=CC=CC=C1)OC(=O)N(N)C[C@H]1C(N(CC1)C(=O)OCC1=CC=CC=C1)=O